FC1=C(C(=C(C(=C1F)F)F)OC1=CC(=C(C=C1)OC)F)S(=O)(=O)N(CC#C)C1=CC(=C(C=C1)OC)F 2,3,4,5-tetrafluoro-6-(3-fluoro-4-methoxyphenoxy)-N-(3-fluoro-4-methoxyphenyl)-N-(prop-2-yn-1-yl)benzenesulfonamide